CC(C)([C@@H]([C@@H](C=C)CSC1=CC=CC=C1)O)C (3R,4R)-2,2-dimethyl-4-((phenylthio)methyl)hex-5-en-3-ol